ClC1=C(C=C(C=2C=C3N(C12)CCN(C3=O)CCOC3OCCCC3)OCC#N)Cl 2-[[6,7-Dichloro-1-oxo-2-(2-tetrahydropyran-2-yl-oxyethyl)-3,4-dihydropyrazino[1,2-a]indol-9-yl]oxy]acetonitrile